3-(dimethylamino)-1-isopropyl-2-propen-1-one CN(C=CC(=O)C(C)C)C